methyl 7'-chloro-4,5-dihydro-2H-spiro[benzo[b][1,4]oxazepine-3,4'-chromane]-7-carboxylate ClC1=CC=C2C3(CCOC2=C1)CNC1=C(OC3)C=CC(=C1)C(=O)OC